OC=1C=CC(=NC1C=NO)CCCC[N+]12CCC(CC1)CC2 1-(4-(5-hydroxy-6-((hydroxyimino)methyl)pyridin-2-yl)butyl)quinuclidin-1-ium